N=C1C(=CC(C=C1)=C(C1=CC(=C(C=C1)N)C)C1=CC(=C(C=C1)N)C)C 4,4'-[(4-imino-3-methyl-2,5-cyclohexadiene-1-ylidene)methylene]bis[2-methylphenylamine]